C1(CCCCC1)NC(=O)NC1=CC=C(C=C1)OC 1-cyclohexyl-3-(4-methoxyphenyl)urea